CC1=NN(C(=C1C1=NC2=CC=CC=C2C=C1)C)CCCCCCNC=1C=C2C(N(C(C2=CC1)=O)C1C(NC(CC1)=O)=O)=O 5-((6-(3,5-dimethyl-4-(quinolin-2-yl)-1H-pyrazol-1-yl)hexyl)amino)-2-(2,6-dioxopiperidin-3-yl)isoindoline-1,3-dione